C1=CC=CC=2C3=CC=CC=C3C(C12)COC(=O)N([C@@H](CCCCNC)C(=O)O)C(C1=CC=CC=C1)(C1=CC=CC=C1)C1=CC=CC=C1 N-9-fluorenylmethoxycarbonyl-N'-methyltrityl-L-lysine